C(C1=CC=CC=C1)N1N=C(N=C1)C(=O)N[C@@H]1C(N(C=2N(CC1)N=C(C2)CCOC)C)=O 1-benzyl-N-[(6S)-2-(2-methoxyethyl)-4-methyl-5-oxo-7,8-dihydro-6H-pyrazolo[1,5-a][1,3]diazepin-6-yl]-1,2,4-triazole-3-carboxamide